CC(C(=O)OCC(C(C=O)CC)CC=1N(C=NC1)C)(C)C 3-ethyl-2-[(3-methylimidazol-4-yl) methyl]-4-Oxobutyl 2,2-dimethylpropionate